1-[2-[7-(4-fluoro-2-methoxy-phenyl)-4-(1,2,3,4-tetrahydroisoquinolin-6-yl)thieno[3,2-c]pyridin-6-yl]-6,7-dihydro-4H-oxazolo[4,5-c]pyridin-5-yl]prop-2-en-1-one FC1=CC(=C(C=C1)C=1C2=C(C(=NC1C=1OC3=C(CN(CC3)C(C=C)=O)N1)C=1C=C3CCNCC3=CC1)C=CS2)OC